BrC1=CC=C2N=CC(=NC2=C1)C=1C=NN(C1)C(C)OCC 7-bromo-2-(1-(1-ethoxyethyl)-1H-4-pyrazolyl)quinoxaline